3,4-diamino-(1,1'-biphenyl)-3,5-dicarboxylic acid NC1(CC(=CC(=C1N)C(=O)O)C1=CC=CC=C1)C(=O)O